1-bromo-n-pentadecane BrCCCCCCCCCCCCCCC